tert-Butyl 4-(4-[3-chloro-5-[(1R)-1-(pyridin-2-yl)ethoxy]imidazo[1,2-a]pyridin-7-yl]-5-methyl-1,2,3-triazol-1-yl)piperidine-1-carboxylate ClC1=CN=C2N1C(=CC(=C2)C=2N=NN(C2C)C2CCN(CC2)C(=O)OC(C)(C)C)O[C@H](C)C2=NC=CC=C2